3-(2-allyl-6-methoxypyridin-3-yl)-1-(2-(but-3-en-1-yl)-4-fluorophenyl)-6-(trifluoromethyl)-2,3-dihydroquinazolin-4(1H)-one-7-d C(C=C)C1=NC(=CC=C1N1CN(C2=CC(=C(C=C2C1=O)C(F)(F)F)[2H])C1=C(C=C(C=C1)F)CCC=C)OC